NC1=NNC2=C(C=C(C=C12)C1=CC(=NC=C1)NC(OC)=O)C#CC1(COC1)C Methyl (4-(3-amino-7-((3-methyloxetan-3-yl)ethynyl)-1H-indazol-5-yl)pyridin-2-yl)carbamate